tris(2-acryloxyethyl) phosphate P(=O)(OCCOC(C=C)=O)(OCCOC(C=C)=O)OCCOC(C=C)=O